Cl.ClC1=CC=C(C=C1)[C@@H]1CC[C@@H](N1)[C@@H](O)C=1C=NC=C(C1)F (S)-((2R,5S)-5-(4-Chlorophenyl)pyrrolidin-2-yl)(5-fluoropyridin-3-yl)-methanol hydrochloride